C(C)(=O)NC=1C=CC(=NC1)CNC(OCCC=1C(OC2=CC(=CC=C2C1C)N(CC)CC)=O)=O 2-(7-(diethylamino)-4-methyl-2-oxo-2H-chromen-3-yl)ethyl ((5-acetamidopyridin-2-yl)methyl)carbamate